3-(phenoxymethyl)phenylboronic acid O(C1=CC=CC=C1)CC=1C=C(C=CC1)B(O)O